FC(OC1=NC=C(C(=C1)C1=NC(=NO1)[C@@H]1C(C12CCN(CC2)S(=O)(=O)N)(F)F)C)F (2R)-2-{5-[2-(difluoromethoxy)-5-methylpyridin-4-yl]-1,2,4-oxadiazol-3-yl}-1,1-difluoro-6-azaspiro[2.5]octane-6-sulfonamide